NC1=NC(=NC=2N1N=C(N2)C=2OC=CC2)N[C@H](C(=O)N2CC(N(C(C2)C)C(=O)N2CCOCC2)C)C (2S)-2-((7-amino-2-(furan-2-yl)-[1,2,4]triazolo[1,5-a][1,3,5]triazin-5-yl)amino)-1-(3,5-dimethyl-4-(morpholine-4-carbonyl)piperazin-1-yl)propan-1-one